(4-Bromo-7-chloro-2,3-dihydrobenzofuran-6-yl)methanol BrC1=CC(=C(C2=C1CCO2)Cl)CO